3-((4,4-bis(octyloxy)butanoyl)oxy)-2-((((3-(dimethylamino)butoxy)carbonyl)oxy)methyl)propyl (9Z,12Z)-octadeca-9,12-dienoate C(CCCCCCC\C=C/C\C=C/CCCCC)(=O)OCC(COC(CCC(OCCCCCCCC)OCCCCCCCC)=O)COC(=O)OCCC(C)N(C)C